N-(4-(4-(ethylsulfonylamino)-3-fluoro-2-methylphenyl)-1H-pyrrolo[2,3-b]pyridin-6-yl)cyclopropylcarboxamide C(C)S(=O)(=O)NC1=C(C(=C(C=C1)C1=C2C(=NC(=C1)NC(=O)C1CC1)NC=C2)C)F